pentanediamine 2,6-naphthalenedicarboxylic acid salt C1=C(C=CC2=CC(=CC=C12)C(=O)O)C(=O)O.C(CCCC)(N)N